propylazetidin-3-ol C(CC)N1CC(C1)O